3,3'-dimethyl-6,6'-diaminobiphenyl CC=1C=C(C(=CC1)N)C1=CC(=CC=C1N)C